C1(=CC=CC=C1)C(CCC(C#CC1=CC=C2C=CC3=CC=CC4=CC=C1C2=C34)CC(F)(F)F)=O 1-phenyl-6-(pyren-1-yl)-4-(2,2,2-trifluoroethyl)hex-5-yn-1-one